C(CCC)N1SC2=C(C1=O)C=CC=C2 2-butyl-benzo[d]isothiazol-3-one